2,2-dimethyl-N-propyl-propanamide CC(C(=O)NCCC)(C)C